5-chloro-1-(4-(5-(difluoromethyl)-1,3,4-oxadiazole-2-yl)-2-fluorobenzyl)-3-(1-(methylsulfonyl)piperidine-4-yl)-1,3-dihydro-2H-benzo[d]imidazole-2-one ClC1=CC2=C(N(C(N2C2CCN(CC2)S(=O)(=O)C)=O)CC2=C(C=C(C=C2)C=2OC(=NN2)C(F)F)F)C=C1